(7-methoxyimidazo[1,2-a]pyridin-6-yl)boronic acid COC1=CC=2N(C=C1B(O)O)C=CN2